11-(2-((4-(6-((4-hydroxy-1-(3-phenylbutanoyl)piperidin-4-yl)methyl)-2-methyl-7-oxo-6,7-dihydro-2H-pyrazolo[4,3-d]pyrimidin-3-yl)benzyl)amino)acetamido)undecanamide OC1(CCN(CC1)C(CC(C)C1=CC=CC=C1)=O)CN1C=NC=2C(C1=O)=NN(C2C2=CC=C(CNCC(=O)NCCCCCCCCCCC(=O)N)C=C2)C